benzyl (R*)-2,5-dimethyl-1-((S)-1-phenylethyl)-4,5-dihydro-1H-pyrrole-3-carboxylate CC=1N([C@@H](CC1C(=O)OCC1=CC=CC=C1)C)[C@@H](C)C1=CC=CC=C1 |o1:3|